5,12-dimethyl-5,12-dihydro-5,7,12,14-tetraazapentacene CN1C=2C=CC=CC2N=C2C=C3N(C4=CC=CC=C4N=C3C=C12)C